C(C1=CC=CC=C1)N1CCC(CC1)CCNC(=O)N1[C@@H](CN(C[C@H]1C)C=1C=NC(=NC1)C(F)(F)F)C (2R,6R)-N-[2-(1-benzylpiperidin-4-yl)ethyl]-2,6-dimethyl-4-[2-(trifluoromethyl)pyrimidin-5-yl]piperazine-1-carboxamide